N[C@@H]1CC[C@H](CC1)OCCC1C[C@H](N([C@H](C1)C)C(=O)OC(C)(C)C)C tert-Butyl (2R,6S)-4-(2-((trans-4-aminocyclohexyl)oxy)ethyl)-2,6-dimethylpiperidine-1-carboxylate